tert-butyl (7-(((S)-1-((2S,4R)-4-hydroxy-2-(((S)-1-(4-(4-methylthiazol-5-yl)phenyl)ethyl)carbamoyl)pyrrolidin-1-yl)-3,3-dimethyl-1-oxobutan-2-yl)amino)-7-oxoheptyl)(methyl)carbamate O[C@@H]1C[C@H](N(C1)C([C@H](C(C)(C)C)NC(CCCCCCN(C(OC(C)(C)C)=O)C)=O)=O)C(N[C@@H](C)C1=CC=C(C=C1)C1=C(N=CS1)C)=O